C1OCC12CC(C2)NC(CCCCCCC(=O)OC(C)CCCCCCCC)CCCCCCC(=O)OC(CCCCCCCC)CCCCCCCC 1-(decan-2-yl) 15-(heptadecan-9-yl) 8-((2-oxaspiro[3.3]heptan-6-yl)amino)pentadecanedioate